C12CCC(C3C4C5C6CCC(C5C(C13)C4)C6)C2 Tetradecahydro-1,4:5,8:9,10-Trimethanoanthracen